[Cl-].SC1CN2N(CN=C2)C1 6,7-dihydro-6-mercapto-5H-pyrazolo[1,2-a][1,2,4]triazole chloride